2-chloro-4-((6-methylpyridazin-3-yl)oxy)benzonitrile ClC1=C(C#N)C=CC(=C1)OC=1N=NC(=CC1)C